Cl.O[C@]1(CCNCC12CCCC2)CN2C(C[C@H](C2)C2=CC=CC=C2)=O (S)-1-(((S)-10-hydroxy-7-azaspiro[4.5]decan-10-yl)methyl)-4-phenylpyrrolidin-2-one, hydrochloride salt